(S)-N1-(1-(2-(((1S,2R,5S)-6,6-Dimethylbicyclo[3.1.1]heptan-2-yl)methylamino)-2-oxoethyl)-2-oxo-1,2-dihydropyridin-3-yl)-N6-ethyl-2-(1-methyl-1H-imidazol-5-carboxamido)-5-oxohexandiamid CC1([C@H]2CC[C@H]([C@@H]1C2)CNC(CN2C(C(=CC=C2)NC([C@H](CCC(C(=O)NCC)=O)NC(=O)C2=CN=CN2C)=O)=O)=O)C